P(=O)(=O)SP(=O)=O.[Al].[Li] lithium aluminum phosphosulfide